ClC1=CC=C2C(=CC(OC2=C1)=O)N[C@@H](C[C@@H]1CC[C@@H](CC1)C1=CC=NC2=CC=C(C=C12)F)C 7-chloro-4-(((R)-1-((cis)-4-(6-fluoroquinolin-4-yl)cyclohexyl)propan-2-yl)amino)-2H-chromen-2-one